n-Butyl-Methyl-Methacrylat C(CCC)C(=C(C(=O)[O-])C)C